CN(CCNC(=O)C1=NC2=CC=CC=C2N=C1SC1=CC=C(C=C1)Br)C N-(2-(dimethylamino)ethyl)-3-((4-bromophenyl)thio)quinoxaline-2-carboxamide